CC=1SC(=CN1)[C@H](CN1CCCCC1)NC1=NC(=NC=2CC[C@H](CC12)C1=CC=CC=C1)N[C@H](CC)C1CCC(CC1)C(=O)O (1R,4r)-4-((R)-1-(((R)-4-(((S)-1-(2-methylthiazol-5-yl)-2-(piperidin-1-yl)ethyl)amino)-6-phenyl-5,6,7,8-tetrahydroquinazolin-2-yl)amino)propyl)cyclohexane-1-carboxylic acid